ethyl vanillin formate C(=O)O.O=CC1=CC(OCC)=C(O)C=C1